2-[4-[(E)-3-(4-Hydroxyphenyl)-3-oxoprop-1-enyl]-2-methoxyphenoxy]acetonitrile OC1=CC=C(C=C1)C(/C=C/C1=CC(=C(OCC#N)C=C1)OC)=O